N-(3-(2-methoxypropyl)-1,2,4-thiadiazol-5-yl)-2-methyl-5-(3-(trifluoromethyl)phenyl)furan-3-carboxamide COC(CC1=NSC(=N1)NC(=O)C1=C(OC(=C1)C1=CC(=CC=C1)C(F)(F)F)C)C